C(C1=CC=CC=C1)(=O)N1CCC2(CN3N([C@@H](CC3)C3=CC(=CC(=C3)F)F)C2=O)CC1 (S)-1-Benzoyl-7'-(3,5-difluorophenyl)dihydro-1'H,3'H,5'H-spiro[piperidine-4,2'-pyrazolo[1,2-a]pyrazol]-1'-one